C1CCC12CN(CC2)C2=NC(=NC=C2)C2=CN=C1N2C=C(N=C1)C(F)F 3-[4-(6-Azaspiro[3.4]octan-6-yl)pyrimidin-2-yl]-6-(difluoromethyl)imidazo[1,2-a]pyrazine